tert-butyl (4-azaspiro[2.5]octan-7-yl)carbamate C1CC12NCCC(C2)NC(OC(C)(C)C)=O